5-((1S,3S)-3-methoxycyclobutoxy)benzo[d]oxazole COC1CC(C1)OC=1C=CC2=C(N=CO2)C1